{2-[(9R)-9-(pyridin-2-yl)-6-oxaspiro[4.5]decan-9-yl]ethyl}({2-[2-(trifluoromethyl)phenyl]ethyl})amine N1=C(C=CC=C1)[C@@]1(CCOC2(CCCC2)C1)CCNCCC1=C(C=CC=C1)C(F)(F)F